N1=CC=CC2=CC(=CC=C12)C1=CNC=2N=C(N=CC21)N[C@@H](C(F)(F)F)C (R)-5-(quinolin-6-yl)-N-(1,1,1-trifluoropropan-2-yl)-7H-pyrrolo[2,3-d]pyrimidin-2-amine